3-(2-chloro-3-bromophenylamino)-5-dimethoxymethylbenzothiazole ClC1=C(C=CC=C1Br)NN1CSC2=C1C=C(C=C2)C(OC)OC